1,1-bis(2-chloro-4-iodophenyl)ethane ClC1=C(C=CC(=C1)I)C(C)C1=C(C=C(C=C1)I)Cl